N-[[6-(3,3-dimethylbutyl)-6-azaspiro[2.5]octan-2-yl]methyl]-6-[2-methyl-5-(trifluoromethyl)pyrazol-3-yl]pyridazin-3-amine CC(CCN1CCC2(C(C2)CNC=2N=NC(=CC2)C=2N(N=C(C2)C(F)(F)F)C)CC1)(C)C